C1(C=CC=C1)[Mo+] Cyclopentadienylmolybdenum(II)